9-[3-(3,5-cis-dimethylpiperazino)propyl]-carbazole C[C@@H]1CN(C[C@@H](N1)C)CCCN1C2=CC=CC=C2C=2C=CC=CC12